N1=NC=CC=2C3=CC=C4C=CC=CC4=C3C=CC12 diaza-chrysene